C(C)(C)N1C(C(=CC=C1)NC(=O)C=1C(=CC=2N(C1)C=C(N2)C2CCOCC2)OC)=O N-(1-isopropyl-2-oxo-1,2-dihydropyridin-3-yl)-7-methoxy-2-(tetrahydro-2H-pyran-4-yl)imidazo[1,2-a]pyridine-6-carboxamide